O[C@H]1C[C@@H](CCC1)N1C(C2(C3=C1N=C(N=C3)NC=3C(=NNC3)OCC(F)(F)F)CC2)=O 7'-((1R,3R)-3-hydroxycyclohexyl)-2'-((3-(2,2,2-trifluoroethoxy)-1H-pyrazol-4-yl)amino)spiro[cyclopropane-1,5'-pyrrolo[2,3-d]pyrimidin]-6'(7'H)-one